C(CC)OC1=CC=2C(C3=CC=CC=C3SC2C=C1)=O 2-propoxy-9H-thioxanthen-9-one